alpha-L-xylose O[C@H]1[C@@H](O)[C@H](O)[C@@H](O)CO1